P(=O)([O-])([O-])[O-].[Mn+2].[Fe+2].[Li+].[Na+].P(=O)([O-])([O-])[O-] sodium lithium iron manganese phosphate